3-(thiophen-2-ylethynyl)pyridine S1C(=CC=C1)C#CC=1C=NC=CC1